5-Iodo-2'-fluoro-deoxyuridine IC=1C(NC(N([C@H]2[C@@H]([C@H](O)[C@@H](CO)O2)F)C1)=O)=O